4-methyl-N-(4-(3-(1-methyl-1H-pyrazol-4-yl)imidazo[1,2-b]pyridazin-6-yl)phenyl)benzenesulfonamide CC1=CC=C(C=C1)S(=O)(=O)NC1=CC=C(C=C1)C=1C=CC=2N(N1)C(=CN2)C=2C=NN(C2)C